sodium (2-(4-iodophenylsulfonyloxy)ethyl)(trifluoromethanesulfonyl)amide salt IC1=CC=C(C=C1)S(=O)(=O)OCC[N-]S(=O)(=O)C(F)(F)F.[Na+]